NC1=C(C=2C(=C(N=C(C2)C)C#N)N1C1=C(C(=CC=C1C)OC)C)C(=O)OC(C)(C)C tert-butyl 2-amino-7-cyano-1-(3-methoxy-2,6-dimethylphenyl)-5-methyl-1H-pyrrolo[2,3-c]pyridine-3-carboxylate